FC(S(=O)(=O)OC=1C=CC=2C=C3C4=CC=CCC4(C2C1)CCN3)(F)F 9,4b-(epiminoethano)-phenanthren-3-yl trifluoromethanesulfonate